COCC1(CC1)NC(C)=O N-(1-(methoxymethyl)cyclopropyl)acetamide